methyl-4-bromo-1-methyl-3-(2,2,2-trifluoroethoxy)pyrrole CC=1N(C=C(C1OCC(F)(F)F)Br)C